O=C(C(=O)OCC)N1[C@H](CC[C@@H](C1)C)C1=CC=C(C=C1)C |r| Ethyl 2-oxo-2-[rac-(2R,5S)-5-methyl-2-(p-tolyl)-1-piperidyl]acetate